FC1=CC=CC=2C(=N[C@@H](C(NC21)=O)NC(=O)C=2C(=NN1C2O[C@H](CC1)C)C1=C(C=CC=C1)F)C1=CC=CC=C1 (5S)-N-[(3S)-9-fluoro-2-oxo-5-phenyl-1,3-dihydro-1,4-benzodiazepine-3-yl]-2-(2-fluorophenyl)-5-methyl-6,7-dihydro-5H-pyrazolo[5,1-b][1,3]Oxazine-3-carboxamide